1-cyclopropyl-N-[3-[1-(2,6-dichlorobenzoyl)-5-[4-[4-(dimethoxymethyl)-1-piperidyl]phenyl]pyrrolo[2,3-b]pyridine-3-carbonyl]-2,4-difluoro-phenyl]methanesulfonamide C1(CC1)CS(=O)(=O)NC1=C(C(=C(C=C1)F)C(=O)C1=CN(C2=NC=C(C=C21)C2=CC=C(C=C2)N2CCC(CC2)C(OC)OC)C(C2=C(C=CC=C2Cl)Cl)=O)F